C(CCC)N(C(S)=S)CCCC.[Zn] Zinc dibutyl-dithiocarbamic acid